2,4-bis(4-biphenylyl)-6-[4-(4,4,5,5-tetramethyl-1,3,2-dioxaborolan-2-yl)-phenyl]-pyrimidine C1(=CC=C(C=C1)C1=NC(=CC(=N1)C1=CC=C(C=C1)C1=CC=CC=C1)C1=CC=C(C=C1)B1OC(C(O1)(C)C)(C)C)C1=CC=CC=C1